NCC1=NN2C(N=C(C=C2C2=CC=C(C=C2)F)C2=CC=C(C=C2)C(=O)N2CCC(CC2)(F)F)=C1 (4-(2-(aminomethyl)-7-(4-fluorophenyl)pyrazolo[1,5-a]pyrimidin-5-yl)phenyl)(4,4-difluoropiperidin-1-yl)methanone